C(C)O[Si](CCN(CCN(CC[Si](OCC)(OCC)OCC)CC[Si](OCC)(OCC)OCC)CC[Si](OCC)(OCC)OCC)(OCC)OCC N,N,N',N'-tetra(2-triethoxysilylethyl)-1,2-diaminoethane